4-chlorobenzyl (4-((N-methyl-1H-pyrazole-4-carboxamido)meth-yl)phenyl)carbamate CN(C(=O)C=1C=NNC1)CC1=CC=C(C=C1)NC(OCC1=CC=C(C=C1)Cl)=O